C(C)(C)(C)OC(=O)N1CCN(CC1)CC1CCN(CC1)C1=CC=C(C=C1)C=1C=NNC1 4-((1-(4-(1H-pyrazol-4-yl)phenyl)piperidin-4-yl)methyl)piperazine-1-carboxylic acid tert-butyl ester